COC1=CC=C(C=N1)C=1C=C2C3=C(NC2=CC1)N=CN=C3N[C@@H]3CC[C@H](CC3)N3CCOCC3 6-(6-methoxypyridin-3-yl)-N-(trans-4-morpholinocyclohexyl)-9H-pyrimido[4,5-b]indol-4-amine